O[C@@]1(C(N(CC1)C)=O)C=1N=NN(C1)C1=NC(=CC=C1)C1=NC(=NC=C1)SC (R)-3-hydroxy-1-methyl-3-(1-(6-(2-(methylthio)pyrimidin-4-yl)pyridin-2-yl)-1H-1,2,3-triazol-4-yl)pyrrolidin-2-one